COC=1C=C(C=CC1NC1=NC=C(C(=N1)NC1=C(C=CC=C1C(NC)=O)C)C(F)(F)F)N1CCN(CC1)C1C2CC3(CC(CC1C3)C2)C(=O)O (trans)-4-(4-(3-methoxy-4-((4-((2-methyl-6-(methylcarbamoyl)phenyl)amino)-5-(trifluoromethyl)pyrimidin-2-yl)amino)phenyl)piperazin-1-yl)adamantan-1-carboxylic acid